1-[(1R)-1-(4-aminoimidazo[4,5-c]quinolin-1-yl)propyl]cyclohexanol NC1=NC=2C=CC=CC2C2=C1N=CN2[C@H](CC)C2(CCCCC2)O